4-fluoro-3-[4-[[5-(4-hydroxy-1-piperidyl)-2-pyridyl]amino]-5-oxo-6H-1,6-naphthyridin-2-yl]-N-methyl-benzamide FC1=C(C=C(C(=O)NC)C=C1)C1=NC=2C=CNC(C2C(=C1)NC1=NC=C(C=C1)N1CCC(CC1)O)=O